2-(1-acryloyl-4-(2-(3-aminopyrrolidin-1-yl)-7-(3,4-dihydroquinolin-1(2H)-yl)-5,6,7,8-tetrahydroquinazolin-4-yl)piperazin-2-yl)acetonitrile C(C=C)(=O)N1C(CN(CC1)C1=NC(=NC=2CC(CCC12)N1CCCC2=CC=CC=C12)N1CC(CC1)N)CC#N